BrC=1C=C(C=C2C(=C(C=NC12)S(=O)(=O)N1CCSCC1)Cl)Cl 4-[(8-bromo-4,6-dichloro-3-quinolinyl)sulfonyl]thiomorpholine